(ethoxy)-5-(trifluoromethyl)pyridin-3-yl-urea C(C)ON(C(=O)N)C=1C=NC=C(C1)C(F)(F)F